FC1(C(C1)C(=O)NC1=NC=C(C=C1F)C1=NC(=NC=C1)NC=1C=NN(C1)C)F 2,2-difluoro-N-(3-fluoro-5-(2-((1-methyl-1H-pyrazol-4-yl)amino)pyrimidin-4-yl)pyridin-2-yl)cyclopropanecarboxamide